ClC1=CC2=C(N(C(=N2)OCCC2=CC(=NO2)C(=O)NO)C)C=C1Cl 5-(2-((5,6-dichloro-1-methyl-1H-benzoimidazol-2-yl)oxy)ethyl)-N-hydroxyisoxazole-3-carboxamide